N-(1-(4-((3-((4-chloro-3-(trifluoromethyl)phenyl)sulfonamido)-5-methylpyridin-2-yl)oxy)phenyl)cyclopropyl)acrylamide ClC1=C(C=C(C=C1)S(=O)(=O)NC=1C(=NC=C(C1)C)OC1=CC=C(C=C1)C1(CC1)NC(C=C)=O)C(F)(F)F